1,3-dihydroxy-5-n-nonylbenzene OC1=CC(=CC(=C1)CCCCCCCCC)O